The molecule is a dihydroxy- and monomethoxy-flavone in which the hydroxy groups are positioned at C-5 and C-7 and the methoxy group is at C-6. It has a role as an antineoplastic agent and an EC 1.14.13.39 (nitric oxide synthase) inhibitor. It is a monomethoxyflavone and a dihydroxyflavone. It is a conjugate acid of an oroxylin A(1-). COC1=C(C2=C(C=C1O)OC(=CC2=O)C3=CC=CC=C3)O